C(C1=CC=CC=C1)N1B(NC2=C3C1=CC=CC3=CC=C2)C=2C(=C3CC(CC3=C(C2CCCCC)C2=CC=CC=C2)(C(=O)OC)C(=O)OC)C (R)-dimethyl 5-(1-benzyl-1H-naphtho[1,8-de][1,3,2]diazaborinin-2(3H)-yl)-4-methyl-6-pentyl-7-phenyl-1,3-dihydro-2H-indene-2,2-dicarboxylate